COC1CCN(CC1)C1=NC=CC(=N1)NC=1N=CC2=C(C=CC(=C2C1)[C@H]1N(CC1)C(C=C)=O)N1[C@@H]([C@H](C1)CS(=O)(=O)C(F)(F)F)C 1-((S)-2-(3-((2-(4-methoxypiperidin-1-yl)pyrimidin-4-yl)amino)-8-((2R,3S)-2-methyl-3-(((trifluoromethyl)sulfonyl)methyl)azetidin-1-yl)isoquinolin-5-yl)azetidin-1-yl)prop-2-en-1-one